C(C)OC(C[C@@H](C=1C(=C(C=C(C1F)C1CC1)C1=C(C=C(C=C1C)C)C)F)N)=O (S)-3-amino-3-(5-cyclopropyl-2,4-difluoro-2',4',6'-trimethyl-[1,1'-biphenyl]-3-yl)propionic acid ethyl ester